7-((3-(3-chloro-2-methylphenyl)azetidin-3-yl)amino)-2-methyl-3-(2,2,2-trifluoroethyl)quinazolin-4(3H)-one ClC=1C(=C(C=CC1)C1(CNC1)NC1=CC=C2C(N(C(=NC2=C1)C)CC(F)(F)F)=O)C